4-cyanopyridinium p-toluenesulfonate CC1=CC=C(C=C1)S(=O)(=O)[O-].C(#N)C1=CC=[NH+]C=C1